C(C(C)C)OC=1C(C(=O)O)=CC=CC1.OC1=C(C(=O)OCC(C)C)C=CC=C1 2-methylpropyl 2-hydroxybenzoate (ISOBUTYL SALICYLATE)